C(C)(C)(C)N1C=2[C@@H](SCC1)CO[C@H](C2)C(=O)N2[C@H](C1=CC=CC=C1CC2)C2=CC=C(C=C2)F tert-butyl-(4aR,7R,8aS)-7-((S)-1-(4-fluorophenyl)-1,2,3,4-tetrahydroisoquinoline-2-carbonyl)hexahydropyrano[3,4-b][1,4]thiazine